NC1=C(C(=NN1C)C1CC2CC(CC2C1)N[C@H](C(F)(F)F)C)C(=O)NC1=CC(=C(C=C1)F)Cl 5-amino-N-(3-chloro-4-fluorophenyl)-1-methyl-3-(5-(((S)-1,1,1-trifluoropropan-2-yl)amino)octahydropentalen-2-yl)-1H-pyrazole-4-carboxamide